C(C=C)(=O)N1CC(C1)CN1C(C(N(C2=C(C(=C(C=C12)Cl)C1=C(C=CC=C1O)F)F)C1=C(C=CC=C1C)C(C)C)=O)=O 1-((1-acryloyl-azetidin-3-yl)methyl)-7-chloro-5-fluoro-6-(2-fluoro-6-hydroxyphenyl)-4-(2-isopropyl-6-methylphenyl)-1,4-dihydroquinoxaline-2,3-dione